methyl 2-[4-[2-[5-[(6,7-difluoro-4-methylsulfanyl-1H-indol-5-yl)oxy]-2-fluoro-phenyl]-1H-imidazol-4-yl]-4-methyl-chroman-8-yl]cyclopentanecarboxylate FC1=C(C(=C2C=CNC2=C1F)SC)OC=1C=CC(=C(C1)C=1NC=C(N1)C1(CCOC2=C(C=CC=C12)C1C(CCC1)C(=O)OC)C)F